Methyl 2-(benzo[b]thiophen-2-yl)-3-(3-(4-(hydroxymethyl)phenoxy)azetidin-1-yl)benzoate S1C2=C(C=C1C1=C(C(=O)OC)C=CC=C1N1CC(C1)OC1=CC=C(C=C1)CO)C=CC=C2